C(C)(=O)OC(CCCOC[SiH3])OC(C)=O Diacetyloxybutoxymethylsilan